CN1CCC(CC1)N1C(SCCC1)=N 3-(1-methylpiperidin-4-yl)-1,3-thiazinan-2-imine